5-(2-(((3R,4S)-3-methyl-1-((1-methyl-1H-pyrazol-4-yl)sulfonyl)piperidin-4-yl)amino)-5-(trifluoromethyl)pyrimidin-4-yl)-2-(2,2,2-trifluoro-1-hydroxyethyl)thiophene-3-carbonitrile C[C@@H]1CN(CC[C@@H]1NC1=NC=C(C(=N1)C1=CC(=C(S1)C(C(F)(F)F)O)C#N)C(F)(F)F)S(=O)(=O)C=1C=NN(C1)C